(R)-1-(2-chlorophenyl)ethyl (2-(4-nitrophenyl)thiophen-3-yl)carbamate [N+](=O)([O-])C1=CC=C(C=C1)C=1SC=CC1NC(O[C@H](C)C1=C(C=CC=C1)Cl)=O